ClC1=NC=C2C=CC(=NC2=C1)C1(OCC1)C1CCN(CC1)C 7-chloro-2-[2-(1-methylpiperidin-4-yl)oxetan-2-yl]-1,6-naphthyridine